5-(((trans-3-(3-cyclopropyl-4-(1-(4-hydroxycyclohexyl)-1H-pyrazolo[4,3-c]pyridin-6-yl)-1H-pyrazol-1-yl)cyclobutyl)methyl)amino)-2-(2,6-dioxopiperidin-3-yl)isoindoline-1,3-dione C1(CC1)C1=NN(C=C1C1=CC2=C(C=N1)C=NN2C2CCC(CC2)O)[C@@H]2C[C@H](C2)CNC=2C=C1C(N(C(C1=CC2)=O)C2C(NC(CC2)=O)=O)=O